(±)-3-(3-ethyl-1-cyclopenten-1-yl)-2-methylpropanal C(C)C1C=C(CC1)CC(C=O)C